tert-butyl 4-(7-bromo-6-chloro-2-(2-(dimethylamino)ethoxy)-8-fluoroquinazolin-4-yl)piperazin-1-carboxylate BrC1=C(C=C2C(=NC(=NC2=C1F)OCCN(C)C)N1CCN(CC1)C(=O)OC(C)(C)C)Cl